9,9-bis(3,5-diisobutyl-4-aminophenyl)fluorene methyl-(Z)-2-[5-(4,5-dibromotriazol-2-yl)-2-methyl-phenoxy]-3-methoxy-prop-2-enoate COC(/C(=C/OC)/OC1=C(C=CC(=C1)N1N=C(C(=N1)Br)Br)C)=O.C(C(C)C)C=1C=C(C=C(C1N)CC(C)C)C1(C2=CC=CC=C2C=2C=CC=CC12)C1=CC(=C(C(=C1)CC(C)C)N)CC(C)C